Sodium (3-bromopyridin-4-yl)(hydroxy)methanesulfonate BrC=1C=NC=CC1C(S(=O)(=O)[O-])O.[Na+]